(2R,5R)-5-{[5-(2,6-dichlorophenyl)-1-trityl-1H-indazol-3-yl]carbamoyl}-2-methylpiperidine-1-carboxylic acid tert-butyl ester C(C)(C)(C)OC(=O)N1[C@@H](CC[C@H](C1)C(NC1=NN(C2=CC=C(C=C12)C1=C(C=CC=C1Cl)Cl)C(C1=CC=CC=C1)(C1=CC=CC=C1)C1=CC=CC=C1)=O)C